Cl.N1N=CC2=CC=C(C=C12)C(=O)N indazole-6-carboxamide hydrochloride